3-(7-((3-fluoro-1-methylpiperidin-4-yl)amino)-3-(thiazol-4-yl)benzo[b]thiophen-2-yl)prop-2-yn FC1CN(CCC1NC1=CC=CC2=C1SC(=C2C=2N=CSC2)C#CC)C